5-hydroxy-N-isopropyl-N-allyltryptamine OC1=CC=C2NC=C(CCN(CC=C)C(C)C)C2=C1